C[C@@H]1OC[C@@H]2[C@@H](O1)[C@@H]([C@H]([C@@H](O2)O[C@H]3[C@H]4COC(=O)[C@@H]4[C@@H](C5=CC6=C(C=C35)OCO6)C7=CC(=C(C(=C7)OC)O)OC)O)O The molecule is a beta-D-glucoside, a furonaphthodioxole and an organic heterotetracyclic compound. It has a role as an antineoplastic agent and a DNA synthesis inhibitor. It derives from a podophyllotoxin and a 4'-demethylepipodophyllotoxin.